C(C)(C)C=1C=NN2C1N=C(N=C2NC2CCN(CC2)C(=O)OCC2(CN(C2)C\C=C\CN(C)C)F)N[C@H](COC)C (S)-(E)-(1-(4-(dimethylamino)but-2-enyl)-3-fluoroazetidine-3-yl)methyl 4-((8-isopropyl-2-((1-methoxyprop-2-yl)amino)pyrazolo[1,5-a][1,3,5]triazine-4-yl)amino)piperidine-1-carboxylate